C(C)(C)(C)OC(=O)N1CC2(C1)CC(C2)N2CCN(CC2)C2=CC(=C(C(=C2)F)C(N(C)C)=O)F.BrC2=CC(=NC=C2)N2C[C@@H]([C@@H](CC2)OC)F 4-bromo-2-((3s,4r)-3-fluoro-4-methoxypiperidin-1-yl)pyridine tert-butyl-6-(4-(4-(dimethylcarbamoyl)-3,5-difluorophenyl)piperazin-1-yl)-2-azaspiro[3.3]heptane-2-carboxylate